F[C@H]1C[C@@H](N(C1)C(=O)OC(C)(C)C)C(=O)OCC1=CC=CC=C1 2-Benzyl 1-tert-butyl (2R,4S)-4-fluoropyrrolidine-1,2-dicarboxylate